ClC1=C(C=C(C=C1)C(F)(F)F)NC(=O)C1=C(N=C(S1)N(C(=O)C1(CC1)C(=O)N)C1=CC=C(C=C1)C1=NOC(=N1)C)C N-(5-((2-chloro-5-(trifluoromethyl)phenyl)carbamoyl)-4-methylthiazol-2-yl)-N-(4-(5-methyl-1,2,4-oxadiazol-3-yl)phenyl)cyclopropane-1,1-dicarboxamide